(R)-N-(2-(dimethylcarbamoyl)-2-methyl-6-morpholino-2,3-dihydrobenzofuran-5-yl)pyrazolo[1,5-a]pyrimidine-3-carboxamide CN(C(=O)[C@@]1(OC2=C(C1)C=C(C(=C2)N2CCOCC2)NC(=O)C=2C=NN1C2N=CC=C1)C)C